(S)-2-((tosyloxy)methyl)indoline-1-carboxylic acid tert-butyl ester C(C)(C)(C)OC(=O)N1[C@@H](CC2=CC=CC=C12)COS(=O)(=O)C1=CC=C(C)C=C1